2-((3S,4R,5R,6R)-4,5-bis(methoxymethoxy)-6-((methoxymethoxy)methyl)tetrahydro-2H-pyran-3-yl)isoindoline-1,3-dione COCO[C@@H]1[C@H](CO[C@@H]([C@@H]1OCOC)COCOC)N1C(C2=CC=CC=C2C1=O)=O